monosodium N-oleoyl-N-hydroxyethyl-N',N'-dicarboxymethylethylenediamine C(CCCCCCC\C=C/CCCCCCCC)(=O)N(CCN(CC(=O)O)CC(=O)O)CCO.[Na]